BrC=1C(=C(C(=O)O)C(=C(C1)Br)O)Cl 3,5-dibromo-2-chloro-6-hydroxybenzoic acid